4-(5-aminopyridin-3-yl)-2-(3-(2-((1,5-dimethyl-1H-pyrazol-3-yl)amino)-5-methylpyrimidin-4-yl)-1H-indol-7-yl)isoindolin-1-one NC=1C=C(C=NC1)C1=C2CN(C(C2=CC=C1)=O)C=1C=CC=C2C(=CNC12)C1=NC(=NC=C1C)NC1=NN(C(=C1)C)C